2-amino-4-(4-(oxetan-3-ylmethyl)phenyl)-6-((pyridin-3-ylmethyl)thio)pyridine-3,5-dicarbonitrile NC1=NC(=C(C(=C1C#N)C1=CC=C(C=C1)CC1COC1)C#N)SCC=1C=NC=CC1